ClC1=C(C=C2C(=C3C(=NC2=C1)CCCCC3)NC3CCN(CC3)C)OC N-{3-chloro-2-methoxy-6H,7H,8H,9H,10H-cyclohepta[b]quinolin-11-yl}-1-methylpiperidin-4-amine